ClC=1C=C(C=CC1OC)C=1N=C2N(C=CC=N2)C1 2-(3-chloro-4-methoxyphenyl)imidazo[1,2-a]pyrimidine